FC(C(=O)O)(F)F.N[C@H](C(=O)NC1CCC(CC1)NC(C1=C(C=C(C=C1)NC=1C=2N(C=CN1)C(=CN2)C2=C(C(=C(C=C2)OC)F)F)CC)=O)CCCNC(=N)N N-[4-[[(2S)-2-amino-5-guanidino-pentanoyl]amino]cyclohexyl]-4-[[3-(2,3-difluoro-4-methoxyphenyl)imidazo[1,2-a]pyrazin-8-yl]amino]-2-ethylbenzamide trifluoroacetate